C1N=CC(=N1)CC(=O)O The molecule is an imidazolyl carboxylic acid that is acetic acid in which one of the methyl hydrogens is substituted by a 2H-imidazol-4-yl group. It has a role as a metabolite. It is a member of imidazoles and a monocarboxylic acid. It derives from an acetic acid. It is a tautomer of an imidazol-5-ylacetic acid and an imidazol-4-ylacetic acid.